The molecule is a phosphonic acid having a 4-[(2-aminophenyl)thio]butyl attached to the phosphorus; reported to have herbicidal properties. It has a role as a herbicide and an EC 4.2.1.20 (tryptophan synthase) inhibitor. It is a member of phosphonic acids, an organic sulfide and a substituted aniline. C1=CC=C(C(=C1)N)SCCCCP(=O)(O)O